(E)-2-methyl-3-phenyl-propan-2-en-1-ol C/C(/CO)=C\C1=CC=CC=C1